N(=[N+]=[N-])CCOCCOCCOCC(COCC=O)(C)COCCOCCOCCN=[N+]=[N-] 1-azido-11-((2-(2-(2-azidoethoxy)ethoxy)ethoxy)methyl)-11-methyl-3,6,9,13-tetraoxapentadecan-15-al